4,5-dichloromethyl-1H-1,2,3-triazole ClCC=1N=NNC1CCl